FC([C@H]1N(C(CN(C1)C)=C=O)C=1N=C2N(CCOC3=C2C=CC(=C3F)N[C@H](C(=O)N)C)C1)F (S)-2-((2-((S)-2-(difluoromethyl)-4-methyl-6-carbonylpiperazin-1-yl)-8-fluoro-5,6-dihydrobenzo[f]imidazo[1,2-d][1,4]oxazepin-9-yl)amino)propionamide